C(#N)C1=C(C=C(C=N1)NC([C@@](COC=1C=NC(=CC1)C#N)(C)OS(=O)(=O)CCC)=O)C(F)(F)F (S)-1-((6-cyano-5-(trifluoromethyl)pyridin-3-yl)amino)-3-((6-cyanopyridin-3-yl)oxy)-2-methyl-1-oxopropane-2-ylpropane-1-sulfonate